(S,E)-1-((1-((1-Benzyl-5-fluoro-1H-indol-2-yl)methyl)-2-oxo-1,2-dihydropyridin-3-yl)amino)-7-(dimethylamino)-1,7-dioxohept-5-en-2-yl-dimethylcarbamat C(C1=CC=CC=C1)N1C(=CC2=CC(=CC=C12)F)CN1C(C(=CC=C1)NC([C@@H](CC\C=C\C(=O)N(C)C)CN(C([O-])=O)C)=O)=O